BrC=1C2=C(N(C(CC1C=O)=O)CC1=CC(=C(C=C1)C)F)C(=CS2)C 8-bromo-4-(3-fluoro-4-methylbenzyl)-3-methyl-5-oxo-5,6-dihydro-4H-thieno[3,2-b]azepine-7-carbaldehyde